CC=1C=C2C[C@@H](CC2=CC1)CO |r| (+-)-5-METHYL-2-INDANMETHANOL